CN(C(O[C@H](C(=O)NC=1C(N(C=C(C1)F)CC1=NC2=C(C(=NC=C2F)CC(C)C)N1)=O)CC\C=C\C(=O)N(C)C)=O)C (S,E)-7-(dimethylamino)-1-((5-fluoro-1-((7-fluoro-4-isobutyl-3H-imidazo[4,5-c]pyridin-2-yl)methyl)-2-oxo-1,2-dihydropyridin-3-yl)amino)-1,7-dioxohept-5-en-2-yl dimethylcarbamate